FC1=C(C(=C(C=C1OC)OC)F)C1=CC2=C(N=C(N=C2)N[C@@H]2COCC[C@@H]2NC(C=C)=O)C(=N1)N1CC(CC1)OC N-((3S,4S)-3-((6-(2,6-difluoro-3,5-dimethoxyphenyl)-8-(3-methoxy-pyrrolidin-1-yl)pyrido[3,4-d]pyrimidin-2-yl)amino)tetrahydro-2H-pyran-4-yl)acrylamide